COC1=C(C=C(C=C1)COC)C1=CC(=NC=C1C(=O)OC)C methyl 4-(2-methoxy-5-(methoxymethyl) phenyl)-6-methylnicotinate